ClC=1C(=NC(=C(C1Cl)Cl)Cl)C(=O)O L-3,4,5,6-tetrachloropicolinic acid